C(CCCCCCC)(=O)N[C@@H](CCCCN)C(=O)N[C@@H](CC1=CC=CC=C1)C(=O)N[C@@H](CC1=CC=C(C=C1)O)C(=O)O octanoyl-L-lysyl-L-phenylalanyl-L-tyrosine